4-(5-chlorofuran-2-yl)-3-(4-chlorophenyl)-1-(2,4-difluorophenyl)-5-methyl-4,5-dihydro-1H-pyrazole-5-carboxylic acid methyl ester COC(=O)C1(C(C(=NN1C1=C(C=C(C=C1)F)F)C1=CC=C(C=C1)Cl)C=1OC(=CC1)Cl)C